FC1=C(C=CC=C1)C=1C(=NC2=CC=C(C=C2C1)NC(CCC(CC)=O)=O)C1=C(C=CC=C1)OC N-(3-(2-fluoro-phenyl)-2-(2-methoxy-phenyl)quinolin-6-yl)-4-oxohexan-amide